(2S)-2-[(5Z)-5-[[4-[(E)-3-(2-Chlorophenyl)-3-oxoprop-1-enyl]phenyl]methylidene]-4-oxo-2-sulfanylidene-1,3-thiazolidin-3-yl]-3-phenylpropanoic acid ClC1=C(C=CC=C1)C(/C=C/C1=CC=C(C=C1)\C=C/1\C(N(C(S1)=S)[C@H](C(=O)O)CC1=CC=CC=C1)=O)=O